C(C1=CC=CC=C1)OC(=O)N1CCN(CC1)C(NC1CCC1)=O 4-(Cyclobutylcarbamoyl)piperazine-1-carboxylic acid benzyl ester